Cl.C1(CC1)CN1CC2=CC(=CC=C2CC1)N(C)C1=CC(=CC=C1)F 2-(cyclopropylmethyl)-N-(3-fluorophenyl)-N-methyl-1,2,3,4-tetrahydroisoquinolin-7-amine hydrochloride